3-tert-butylphenyl-3-((2,6-dimethylphenyl)amino)phenol C(C)(C)(C)C=1C=C(C=CC1)C1=C(C=CC=C1NC1=C(C=CC=C1C)C)O